(S)-N-(7-((1-(Ethylcarbamoyl)-3-hydroxyazetidin-3-yl)ethynyl)-5-methyl-4-oxo-2,3,4,5-tetrahydrobenzo[b][1,4]oxazepin-3-yl)-4-phenoxypicolinamid C(C)NC(=O)N1CC(C1)(O)C#CC1=CC2=C(OC[C@@H](C(N2C)=O)NC(C2=NC=CC(=C2)OC2=CC=CC=C2)=O)C=C1